BrC=1C=C(C=CC1)[C@@H](C)NC1=NC(=NC2=C(C(=C(C=C12)OC)OC)CCCCCCCN1CCC(CC1)C1=C2CN(C(C2=CC(=C1)F)=O)C1C(NC(CC1)=O)=O)C 3-(4-(1-(7-(4-(((R)-1-(3-Bromophenyl)ethyl)amino)-6,7-dimethoxy-2-methyl-quinazolin-8-yl)heptyl)piperidin-4-yl)-6-fluoro-1-oxoisoindolin-2-yl)piperidine-2,6-dione